[C@H](C(=O)O)(C(F)(F)F)O (S)-(-)-3,3,3-TRIFLUORO-2-HYDROXYPROPANOIC ACID